5-chloro-3-methyl-2-[1-methyl-5-[methyl-[(3R)-1-methylpyrrolidin-3-yl]amino]imidazo[4,5-b]pyrazin-2-yl]phenol ClC=1C=C(C(=C(C1)O)C1=NC=2C(=NC=C(N2)N([C@H]2CN(CC2)C)C)N1C)C